ClC=1C=CC2=C(C=C(O2)C(=O)N2C[C@@]3(CC2)C=C(C(C(C3)(C)C)=O)C#N)C1 (5S)-2-(5-chloro-1-benzofuran-2-carbonyl)-9,9-dimethyl-8-oxo-2-azaspiro[4.5]dec-6-ene-7-carbonitrile